4-fluoro-1-methyl-6,7-dihydro-5H-cyclopenta[c]pyridin-6-amine FC=1C2=C(C(=NC1)C)CC(C2)N